N4,6-dimethyl-N2-[5-(2,3,4,7-tetrahydro-1H-azepin-5-yl)-2,3-dihydro-1,4-benzodioxin-7-yl]pyrimidine-2,4-diamine CNC1=NC(=NC(=C1)C)NC=1C=C(C2=C(OCCO2)C1)C=1CCCNCC1